S(=O)(O)O.[Li+].[S-][S-].[Li+] lithium disulfide lithium sulfite